N-[5-[[3-fluoro-2-(methylsulfamoylamino)-4-pyridinyl]methyl]-4-methyl-3-pyridinyl]-2-methyl-2-azaspiro[3.3]heptane-6-amine FC=1C(=NC=CC1CC=1C(=C(C=NC1)NC1CC2(CN(C2)C)C1)C)NS(NC)(=O)=O